hexamethylenebisnaphthoquinone C1(C(=CC(C2=CC=CC=C12)=O)CCCCCCC=1C(C2=CC=CC=C2C(C1)=O)=O)=O